methyl 2-(2-chloro-6-(4-fluorophenyl)pyridin-4-yl)-3-hydroxy-2-methylpropanoate ClC1=NC(=CC(=C1)C(C(=O)OC)(CO)C)C1=CC=C(C=C1)F